tert-butyl[(2S)-2-hydroxy-3-[(triphenylmethyl)sulfanyl]propoxy]dimethylsilane C(C)(C)(C)[Si](C)(C)OC[C@@H](CSC(C1=CC=CC=C1)(C1=CC=CC=C1)C1=CC=CC=C1)O